[4-[(E)-3-(4-Hydroxyphenyl)prop-2-enoyl]phenyl]methanesulfonic acid OC1=CC=C(C=C1)/C=C/C(=O)C1=CC=C(C=C1)CS(=O)(=O)O